C1(CCCCC1)CN(C1=NC(=NC2=CC=CC=C12)NN)C1=CC=CC=C1 N-(cyclohexylmethyl)-2-hydrazino-N-phenylquinazolin-4-amine